COC(C1CCN(CC1)C1=CC=C(C=C1)[C@@H]1[C@@H](O[C@H](C2=CC(=CC=C12)O)C)C1=CC=CC=C1)OC (1S,3R,4S)-4-(4-(4-(dimethoxymethyl)piperidin-1-yl)phenyl)-1-methyl-3-phenylisochroman-7-ol